(S)-6-chloro-5-methoxy-1-methyl-3-(1H-pyrazol-4-yl)-2-(3-(2,2,2-trifluoro-1-methoxyethyl)-1H-1,2,4-triazol-5-yl)-1H-pyrrolo[3,2-b]pyridine ClC=1C=C2C(=NC1OC)C(=C(N2C)C2=NC(=NN2)[C@@H](C(F)(F)F)OC)C=2C=NNC2